FC=1C=NC(=NC1)CC[C@@H](CC(=O)O)NC(=O)C1=NN(C(=C1)C1=C(C=CC=C1)C(F)(F)F)C=1SC=CN1 (3S)-5-(5-fluoropyrimidin-2-yl)-3-{[1-(1,3-thiazol-2-yl)-5-[2-(trifluoromethyl)phenyl]-1H-pyrazol-3-yl]formamido}pentanoic acid